N-(4-(6-oxohexyl)-1-phenyl-1H-imidazol-2-yl)-3-(1-((2-(trimethylsilyl)ethoxy)methyl)-1H-pyrazol-4-yl)benzamide O=CCCCCCC=1N=C(N(C1)C1=CC=CC=C1)NC(C1=CC(=CC=C1)C=1C=NN(C1)COCC[Si](C)(C)C)=O